COC=1C=C2C(=NC=NC2=CC1OC)OC1=CC(=C(C(=C1)F)C(C(=O)NC1=CC(=CC(=C1)C(F)(F)F)N1C=NC(=C1)C)=O)F (4-((6,7-dimethoxyquinazolin-4-yl)oxy)-2,6-difluorophenyl)-N-(3-(4-methyl-1H-imidazol-1-yl)-5-(trifluoromethyl)phenyl)-2-oxoacetamide